4-[7-(1-acetylazetidin-3-yl)imidazo[1,2-a]pyridin-3-yl]-N-cyclopropyl-2-(difluoromethoxy)-6-methoxybenzamide C(C)(=O)N1CC(C1)C1=CC=2N(C=C1)C(=CN2)C2=CC(=C(C(=O)NC1CC1)C(=C2)OC)OC(F)F